[Zn].C(=O)C=1NC=CN1 2-formyl-imidazole zinc salt